FC(C)(F)C1=NC(=CC(=N1)NC1=C(C=NC(=C1)NC(C)=O)C1=NC(=C(C=C1)F)CN1CCOCC1)CC N-(4'-((2-(1,1-difluoroethyl)-6-ethylpyrimidin-4-yl)amino)-5-fluoro-6-(morpholinomethyl)-[2,3'-bipyridyl]-6'-yl)acetamide